4-((7-chloro-2-isopropylimidazo[4,5-c]pyridin-3-yl)methyl)phenylboronic acid ClC=1C2=C(C=NC1)N(C(=N2)C(C)C)CC2=CC=C(C=C2)B(O)O